COC=1C(=NC(=NC1C)C)C(=O)O 5-methoxy-2,6-dimethylpyrimidine-4-carboxylic acid